C1(=CC=CC=C1)C=1C=NC(=NC1)CO (5-phenylpyrimidin-2-yl)methanol